(R)-3-((3-(4-Amino-2-methylpyrido[3,2-d]pyrimidin-6-yl)-4-(trifluoromethoxy)phenyl)ethynyl)-3-hydroxy-1-methylpyrrolidin-2-one NC=1C2=C(N=C(N1)C)C=CC(=N2)C=2C=C(C=CC2OC(F)(F)F)C#C[C@]2(C(N(CC2)C)=O)O